C(C1=CC=CC=C1)OC(N[C@H]1CC2(CNC2)CC1)=O (R)-(2-Azaspiro[3.4]octane-6-yl)carbamic acid benzyl ester